OCCNC(OC(C)(C)C)=O tert-butyl (2-hydroxyethyl)-carbamate